NC1CN(CC12CN(C2)C(=O)[C@@H]2C(C2)(C)C)C(=O)C=2C=NN(C2)CC2=CC=CC=C2 (8-amino-2-((S)-2,2-dimethylcyclopropane-1-carbonyl)-2,6-diazaspiro[3.4]octan-6-yl)(1-benzyl-1H-pyrazol-4-yl)methanone